oleic acid cyclohexyl ester C1(CCCCC1)OC(CCCCCCC\C=C/CCCCCCCC)=O